(S)-2-Chloro-4-(8-(4-(4-(4-(4-(2,4-dioxotetrahydropyrimidin-1(2H)-yl)phenyl)piperazin-1-yl)-[1,4'-bipiperidine]-1'-carbonyl)phenyl)-3-methyl-2,8-diazaspiro[4.5]decan-2-yl)benzonitrile ClC1=C(C#N)C=CC(=C1)N1CC2(C[C@@H]1C)CCN(CC2)C2=CC=C(C=C2)C(=O)N2CCC(CC2)N2CCC(CC2)N2CCN(CC2)C2=CC=C(C=C2)N2C(NC(CC2)=O)=O